1-(3-(3-hydroxyoxetan-3-yl)-5-(4,4,5,5-tetramethyl-1,3,2-dioxaborolan-2-yl)phenyl)pyrrolidin-2-one OC1(COC1)C=1C=C(C=C(C1)B1OC(C(O1)(C)C)(C)C)N1C(CCC1)=O